4-(4-fluoro-1-(6-methoxypyridazin-3-yl)piperidine-4-carbonyl)-3,5-dihydro-2H-pyrido[3,4-f][1,4]oxazepine-9-carbonitrile FC1(CCN(CC1)C=1N=NC(=CC1)OC)C(=O)N1CCOC2=C(C1)C=NC=C2C#N